N-(3-(4-fluoro-1-isopropyl-2-methyl-1H-benzo[d]imidazol-6-yl)-1H-pyrrolo[2,3-b]pyridin-5-yl)-1-methylpiperidine-4-carboxamide FC1=CC(=CC=2N(C(=NC21)C)C(C)C)C2=CNC1=NC=C(C=C12)NC(=O)C1CCN(CC1)C